(1R,2R)-2-(pyridin-2-yldithio)cyclohexan-1-ol N1=C(C=CC=C1)SS[C@H]1[C@@H](CCCC1)O